4-(4,5-dimethyl-1-oxo-6-(p-tolyl)-1,6-dihydro-2H-pyrrolo[3,4-d]pyridazin-2-yl)-N-hydroxybutyramide CC=1C=2C(C(N(N1)CCCC(=O)NO)=O)=CN(C2C)C2=CC=C(C=C2)C